methyl (R)-3-(((benzyloxy)carbonyl)amino)-4-hydroxybutyrate C(C1=CC=CC=C1)OC(=O)N[C@H](CC(=O)OC)CO